3-cyclohexyl-1-(6-(2-(benzoyloxyimino)hexanoyl)-9-ethyl-9H-carbazol-3-yl)-propane C1(CCCCC1)CCCC=1C=CC=2N(C3=CC=C(C=C3C2C1)C(C(CCCC)=NOC(C1=CC=CC=C1)=O)=O)CC